N1N=C(C2=CC=CC=C12)S(=O)(=O)NN 1H-indazole-3-sulfonohydrazide